(R)-2-methyl-N-(1-(naphthalen-1-yl)ethyl)-5-((piperidin-4-ylmethyl)amino)benzamide CC1=C(C(=O)N[C@H](C)C2=CC=CC3=CC=CC=C23)C=C(C=C1)NCC1CCNCC1